1-(3-fluoro-2-(hydroxymethyl)pyridin-4-yl)ethan-1-one FC=1C(=NC=CC1C(C)=O)CO